Tetracyclo[9.2.1.02,10.03,8]tetradec-3,5,7,12-tetraene C12C3C4=CC=CC=C4CC3C(C=C1)C2